CN1CCN(CC1)C=1SC2=C(N1)C=CC(=C2)N 2-(4-methylpiperazin-1-yl)benzo[d]thiazol-6-amine